(7R,14R)-1-chloro-2-fluoro-6-(methyl-d3)-5-oxo-5,6,7,14-tetrahydro-7,14-methanobenzo[f]benzo[4,5]imidazo[1,2-a][1,4]diazocin-11-yl trifluoromethanesulfonate FC(S(=O)(=O)OC1=CC2=C(N=C3N2[C@H]2C4=C(C(N([C@@H]3C2)C([2H])([2H])[2H])=O)C=CC(=C4Cl)F)C=C1)(F)F